FC1(CN(CCC1)CCC=1C=C2C(=C(NC2=CC1)C=1C=C(C(N(C1)C)=O)C)C(C)C)F 5-(5-(2-(3,3-Difluoropiperidin-1-yl)ethyl)-3-isopropyl-1H-indol-2-yl)-1,3-dimethylpyridin-2(1H)-on